C(C)(C)(C)OC(=O)NCCCCN1C(C=2N(CC1C(=O)NC1CCCCC1)C=C(C(C2O)=O)C(=O)O)=O {4-[(tert-Butoxycarbonyl)amino]butyl}-3-cyclohexylaminocarbonyl-9-hydroxy-1,8-dioxo-1,3,4,8-tetrahydro-2H-pyrido[1,2-a]pyrazine-7-carboxylic acid